C1(CC1)C=1N=C(N=NC1C1=C(C=C(C=C1)C#C)O)N[C@H]1CN(CCC1)C (R)-2-(5-cyclopropyl-3-((1-methylpiperidin-3-yl)amino)-1,2,4-triazin-6-yl)-5-ethynylphenol